ClC=1C=C(C=NC1OC)CN1C2CN(CC1C2)C2=CC=C(C=N2)C=2C=1N(C=C(C2)OCC)N=CC1C#N 4-(6-(6-((5-Chloro-6-methoxypyridin-3-yl)methyl)-3,6-diazabicyclo[3.1.1]hept-3-yl)pyridin-3-yl)-6-ethoxypyrazolo[1,5-a]pyridine-3-carbonitrile